1,4-dihydroxy-diisopropylbenzene OC1=C(C(=C(C=C1)O)C(C)C)C(C)C